BrC=1C=C(CNC2=C3N=CN(C3=NC(=N2)C=2C=NC=C(C2)Cl)[C@H]2[C@@H]([C@@H]([C@H](O2)C(=O)NCC)O)O)C=CC1 (2s,3s,4r,5r)-5-(6-(3-bromobenzylamino)-2-(5-chloropyridin-3-yl)-9H-purin-9-yl)-N-ethyl-3,4-dihydroxytetrahydrofuran-2-carboxamide